ClC=1C(=C(C=CC1CCl)C1=CC=CC=C1)C chloro-4-(chloromethyl)-2-methyl-1,1'-biphenyl